(S)-1-(3-(((6-(1-(4-fluorobenzyl)-1H-pyrazole-4-carbonyl)-2-(3,3,3-trifluoro-2,2-dimethylpropanoyl)-2,6-diazaspiro[3.4]octan-8-yl)methoxy)methyl)phenyl)cyclopentane-1-carboxylic acid FC1=CC=C(CN2N=CC(=C2)C(=O)N2CC3(CN(C3)C(C(C(F)(F)F)(C)C)=O)[C@@H](C2)COCC=2C=C(C=CC2)C2(CCCC2)C(=O)O)C=C1